[Si](C)(C)(C(C)(C)C)C#CC1=NC=C(C(=C1)C)C1=CC2=C(N=CN=C2C)N1C 2-[2-(tert-butyldimethylsilyl)ethynyl]-5-{4,7-dimethyl-7H-pyrrolo[2,3-d]pyrimidin-6-yl}-4-methylpyridine